ClC1=CC=C(C=C1)[C@H]1CC[C@H]2N(CCN(C2)C(=O)C2=CC=C(C=C2)/C=C/C=2C(=C(C(=O)NC)C=CC2)Br)C1 3-[(E)-2-[4-[(7R,9aR)-7-(4-chlorophenyl)-1,3,4,6,7,8,9,9a-octahydropyrido[1,2-a]pyrazine-2-carbonyl]phenyl]vinyl]-2-bromo-N-methyl-benzamide